tert-Butyl 5-((2-chloropyrimidin-4-yl)amino)-1H-indazole-1-carboxylate ClC1=NC=CC(=N1)NC=1C=C2C=NN(C2=CC1)C(=O)OC(C)(C)C